CC1(CCC(CC1)C1=CC2=C(N=C(N=C2CN2CCS(CC2)(=O)=O)C)S1)C 6-(4,4-Dimethylcyclohexyl)-4-[(1,1-dioxo-1λ6-thiomorpholin-4-yl)methyl]-2-methylthieno[2,3-d]pyrimidin